CC=1C=C(C=CC1)CS(=O)(=O)Cl (3-methylphenyl)methanesulfonyl chloride